BrC1=C(CN2N=NC(=C2)COC(=O)C2=C(C(C=C3OC4=CC=CC(=C4N=C23)CO)=O)N)C=CC=C1 2-amino-9-hydroxymethyl-3-oxo-3H-phenoxazine-1-carboxylic acid 1-(2-bromobenzyl)-1H-[1,2,3]triazol-4-ylmethyl ester